(2-(3-fluorophenyl)benzofuran-5-yl)methanol FC=1C=C(C=CC1)C=1OC2=C(C1)C=C(C=C2)CO